(R)-2-(amino(1H-indol-2-yl)methyl)-4-fluorophenol N[C@H](C1=C(C=CC(=C1)F)O)C=1NC2=CC=CC=C2C1